methyl 3-(2-bromophenyl)-5-(2-methoxy-2-oxoethyl)-2-methyl-2,5-dihydro-1,2,4-oxadiazole-5-carboxylate BrC1=C(C=CC=C1)C=1N(OC(N1)(C(=O)OC)CC(=O)OC)C